5-bromo-6-fluoro-1-[[2-(trimethylsilyl)ethoxy]methyl]pyrrolo[2,3-b]pyridine BrC=1C=C2C(=NC1F)N(C=C2)COCC[Si](C)(C)C